tert-butyl 3-((2-((1S,3R)-2-(2,2-difluoroethyl)-3-methyl-2,3,4,9-tetrahydro-1H-pyrido[3,4-b]indol-1-yl)thiazol-5-yl)methyl)azetidine-1-carboxylate FC(CN1[C@@H](C=2NC3=CC=CC=C3C2C[C@H]1C)C=1SC(=CN1)CC1CN(C1)C(=O)OC(C)(C)C)F